C(CCC)[C@]1(CS(C2=C([C@@H](N1O)C1=CC=CC=C1)C=C(C(=C2OC)OC)OC)(=O)=O)CC |r| (±)-Trans-3-butyl-3-ethyl-2,3,4,5-tetrahydro-7,8,9-trimethoxy-5-phenyl-1,4-benzothiazepin-4-ol 1,1-dioxide